ethyl 4,5-dimethyl-2-(((trichloromethoxy)carbonyl)amino)thiophene-3-carboxylate CC=1C(=C(SC1C)NC(=O)OC(Cl)(Cl)Cl)C(=O)OCC